4-(2,6-difluoro-4-nitro-phenoxy)-6,7-dimethoxy-quinoline FC1=C(OC2=CC=NC3=CC(=C(C=C23)OC)OC)C(=CC(=C1)[N+](=O)[O-])F